N-(4-chlorophenyl)-2-(4-oxo-1-(S,S-dioxo-tetrahydrothiophen-3-yl)-1H-pyrazolo[3,4-d]pyrimidin-5(4H)-yl)acetamide ClC1=CC=C(C=C1)NC(CN1C=NC2=C(C1=O)C=NN2C2CS(CC2)(=O)=O)=O